N-(2-methoxypyridin-4-yl)-4-phenyl-6-(piperidin-4-yl)pyrimidin-2-amine COC1=NC=CC(=C1)NC1=NC(=CC(=N1)C1=CC=CC=C1)C1CCNCC1